COC1=CC=C(C=N1)C=1C=C(C=CC1)[C@H](CC(=O)[O-])NC(=O)NC=1C(N(C=CC1[O-])C)=O.[Na+].[Na+] sodium (S)-3-(3-(6-methoxypyridin-3-yl)phenyl)-3-(3-(1-methyl-4-oxido-2-oxo-1,2-dihydro pyridin-3-yl)ureido)propanoate